Cl.NC/C(/COC=1C=C2CCN(C(C2=CC1)=O)CC(=O)N)=C\F [6-[(E)-2-(aminomethyl)-3-fluoro-allyloxy]-1-oxo-3,4-dihydroisoquinolin-2-yl]acetamide hydrochloride